FC(S(=O)(=O)[O-])(F)F.C1(=C(C(=CC(=C1)C)C)[I+]C=1C=NC=CC1)C mesityl-(pyridin-3-yl)iodonium trifluoromethanesulfonate